7-({[(1S)-1-cyclobutylethyl]amino}methyl)-N-{5-[(1r,3s)-3-methyl-1-(4-methyl-1,2,4-triazol-3-yl)cyclobutyl]pyridin-3-yl}-1H-pyrrolo[3,2-b]pyridine-5-carboxamide C1(CCC1)[C@H](C)NCC1=C2C(=NC(=C1)C(=O)NC=1C=NC=C(C1)C1(CC(C1)C)C1=NN=CN1C)C=CN2